4-(5-aminoimidazo[1,5-c]pyrimidin-3-yl)-N-(4-(trifluoromethyl)pyridin-2-yl)benzamide NC1=NC=CC=2N1C(=NC2)C2=CC=C(C(=O)NC1=NC=CC(=C1)C(F)(F)F)C=C2